FNC1=CC(=C(C=C1)C(F)(F)F)C fluoro-3-methyl-4-(trifluoromethyl)aniline